C1(CC1)C(=O)NC1=C(C=C(C=C1)B(O)O)C(F)(F)F [4-cyclopropaneamido-3-(trifluoromethyl)phenyl]boronic acid